2-[5-(Azetidin-3-yl)-2-pyridyl]-6,6-difluoro-2-azaspiro[3.3]heptane N1CC(C1)C=1C=CC(=NC1)N1CC2(C1)CC(C2)(F)F